P(S)(O)(O)=S Dithiophosphoric acid